FC1=C(C=C(C=C1)NC(=O)N[C@H]1[C@H](CCCC1)O)CNC=1C=NC=C(C1)C1=NC=CC=N1 N-[4-Fluoro-3-({[5-(pyrimidin-2-yl)pyridin-3-yl]amino}methyl)phenyl]-N'-[(1R,2S)-2-hydroxycyclohexyl]urea